OCC[N+](C)(C)C 2-hydroxy-N,N,N-trimethyl-ethanaminium